4-amino-5-(3,5-dichlorophenyl)-4H-1,2,4-triazole-3-thiol NN1C(=NN=C1C1=CC(=CC(=C1)Cl)Cl)S